(2,2-dimethoxyethyl)phthalimide COC(CC1=C2C(C(=O)NC2=O)=CC=C1)OC